N-ethoxyethyl-pyrrole sodium [Na].C(C)OCCN1C=CC=C1